ClC1=C(C=C(C=C1COC)COC)C(\C=C\C=1C=C2C=CNC2=CC1)=O 1-(2-chloro-3,5-dimethoxymethylphenyl)-3-(1H-indol-5-yl)-(2E)-2-propen-1-one